C(C=1C(C(=O)[O-])=CC=CC1)(=O)OCC(OCCCC)OCCCC Dibutoxyethyl phthalate